3,3-Dimethyl-N-(2-phenylquinoline-6-yl)butaneamide sodium β-naphthalenesulfonate C1=C(C=CC2=CC=CC=C12)S(=O)(=O)[O-].[Na+].CC(CC(=O)NC=1C=C2C=CC(=NC2=CC1)C1=CC=CC=C1)(C)C